8-bromo-6-(1,3-dithiolan-2-yl)-3-methyl-2-morpholino-quinazolin-4-one BrC=1C=C(C=C2C(N(C(=NC12)N1CCOCC1)C)=O)C1SCCS1